FC1=C(OCC(C(CC(=O)O)NC(C(C(C)C)NC(=O)C2=NC3=CC=CC=C3C=C2)=O)=O)C(=CC=C1)F 5-(2,6-Difluorophenoxy)-3-[[3-methyl-1-oxo-2-[(2-quinolinylcarbonyl)amino]butyl]amino]-4-oxo-pentanoic acid